[F-].C(CCCCCCCCCCC)[NH+]1CC(CC1)C 1-dodecyl-3-methylpyrrolidinium fluoride salt